C(C)(C)(C)OC(N[C@H](C(=O)N(C)OC)CC1=CC=CC=C1)=O (S)-(1-(methoxy(methyl)amino)-1-oxo-3-phenylpropan-2-yl)carbamic acid tert-butyl ester